ClC1=C2C(=NC(=N1)Cl)N(N=C2CC)C2CCCC2 4,6-dichloro-1-cyclopentyl-3-ethylpyrazolo[3,4-d]pyrimidine